C1OCCC12CCN(CC2)C2CCC(CC2)NC2=CC=CC=1N(C(=NC12)C#CCNC1=C(C=C(C=C1)S(=O)(=O)N)OC)CC(F)(F)F 4-((3-(4-(((1R,4R)-4-(2-oxa-8-azaspiro[4.5]decan-8-yl)cyclohexyl)amino)-1-(2,2,2-trifluoroethyl)-1H-benzo[d]imidazol-2-yl)prop-2-yn-1-yl)amino)-3-methoxy-benzenesulfonamide